2-fluorobenzamide sodium hydroxide [OH-].[Na+].FC1=C(C(=O)N)C=CC=C1